5-[[2-[(2R,5R)-5-Methyl-2-[4-[[(3R)-1-methyl-2-oxo-pyrrolidin-3-yl]amino]phenyl]-1-piperidyl]-2-oxo-acetyl]amino]pyridine-3-carboxamide C[C@@H]1CC[C@@H](N(C1)C(C(=O)NC=1C=C(C=NC1)C(=O)N)=O)C1=CC=C(C=C1)N[C@H]1C(N(CC1)C)=O